Cl.NC(C)C1=C(OC2=C(C=CC=C2C1=O)F)C1=CC=CC=C1 3-(1-aminoethyl)-8-fluoro-2-phenyl-4H-chromen-4-one hydrochloride